phenylene thiosulfate S1(=S)(=O)OC2=C(C=CC=C2)O1